(1R,2R,3R,4S,5R,6S)-3,6-dimethoxy-1,2,4,5-cyclohexanetetraol COC1[C@@H]([C@H](C([C@@H]([C@@H]1O)O)OC)O)O